6-Methyl-2-(4-nitrophenyl)-1-phenethyl-1H-benzo[d]imidazole CC=1C=CC2=C(N(C(=N2)C2=CC=C(C=C2)[N+](=O)[O-])CCC2=CC=CC=C2)C1